NC1=NC=CC=C1C1=NC=2C(=NC(=CC2)C2=CC=CC=C2)N1C=1C=C2CC[C@@H](C2=CC1)NC(CC1=C(C(=C(C=C1)C=O)O)Cl)=O N-[(1S)-5-[2-(2-aminopyridin-3-yl)-5-phenylimidazo[4,5-b]pyridin-3-yl]-2,3-dihydro-1H-inden-1-yl]-2-(2-chloro-4-formyl-3-hydroxyphenyl)acetamide